((((9H-fluoren-9-yl)methoxy)carbonyl)amino)-4-methoxy-4-oxobutanoic acid C1=CC=CC=2C3=CC=CC=C3C(C12)COC(=O)NC(C(=O)O)CC(=O)OC